CS(=O)(=O)CCN1N=C(C=C1C(F)(F)F)C1=NC(=NO1)C1(CC1)C1=C(C=CC=C1)C 5-(1-(2-(methylsulfonyl)ethyl)-5-(trifluoromethyl)-1H-pyrazol-3-yl)-3-(1-(o-tolyl)cyclopropyl)-1,2,4-oxadiazole